N-(2,2,6,6-tetramethyl-4-piperidyl)dodecylsuccinimide CC1(NC(CC(C1)CCCCCCCCCCCCN1C(CCC1=O)=O)(C)C)C